C(C)(C)(C)C1=CC=C(C=O)C=C1 p-tertiary butyl-benzaldehyde